6-chloro-3-(6-fluoropyridin-3-yl)-2-[4-(4-methyl-4H-1,2,4-triazol-3-yl)piperidin-1-yl]benzonitrile ClC1=CC=C(C(=C1C#N)N1CCC(CC1)C1=NN=CN1C)C=1C=NC(=CC1)F